1,3-dibromo-7-tertiary butyl-2-hydroxypyrene t-butyl-(2S,4R)-2-methyl-4-((methylsulfonyl)oxy)piperidine-1-carboxylate C(C)(C)(C)OC(=O)N1[C@H](C[C@@H](CC1)OS(=O)(=O)C)C.BrC1=C(C(=C2C=CC3=CC(=CC4=CC=C1C2=C34)C(C)(C)C)Br)O